C(C)OC(=O)N1C2COCC1CCC2 3-oxa-9-azabicyclo[3.3.1]nonane-9-carboxylic acid ethyl ester